BrC1=CC(=C(C=C1)N(C(C(=C)C)=O)C)I N-(4-bromo-2-iodophenyl)-N-methylmethacrylamide